ClC=1C=C2CCN([C@H](C2=C(C1)Cl)C)C(=O)[C@H]1CN(CCO1)C=1C2=C(C=NC1)N=CS2 ((S)-6,8-dichloro-1-methyl-3,4-dihydroisoquinolin-2(1H)-yl)((R)-4-(thiazolo[4,5-c]pyridin-7-yl)morpholin-2-yl)methanone